C[C@@]1(CN(C=2N=C(N=CC21)NC2=CC(=C(C=C2)N2CCN(CC2)C)C)C2=NN(C=C2)C)CO (R)-(5-methyl-7-(1-methyl-1H-pyrazol-3-yl)-2-((3-methyl-4-(4-methylpiperazin-1-yl)phenyl)amino)-6,7-dihydro-5H-pyrrolo[2,3-d]pyrimidin-5-yl)methanol